2-(2-(tetrahydro-2H-pyran-4-yl)phenyl)acetic acid O1CCC(CC1)C1=C(C=CC=C1)CC(=O)O